7,7-di-methyl-octanoic acid CC(CCCCCC(=O)O)(C)C